N1=CC(=CC=C1)C=1C=C(C=C(C1)C=1C=NC=CC1)C1=CC(=CC=C1)C1=CC(=CC(=C1)C=1C=NC=CC1)C=1C=NC=CC1 1,3-bis(3,5-dipyrid-3-ylphenyl)benzene